OC=1C(NC(C1C1=CC=C(C=C1)O)=O)=O 3-hydroxy-4-(4-hydroxyphenyl)-1H-pyrrole-2,5-dione